4-[(2S)-3-[(3R)-4,4-dimethyl-3-phenylpentanamido]-2-(dimethylamino)propyl]benzamide diphenyl-phosphate fluoride [F-].C1(=CC=CC=C1)OP(=O)(OC1=CC=CC=C1)[O-].CC([C@@H](CC(=O)NC[C@H](CC1=CC=C(C(=O)N)C=C1)N(C)C)C1=CC=CC=C1)(C)C